N,N,N-triethylammonium C(C)[NH+](CC)CC